(1-ethoxypropan-2-yl) carbamate C(N)(OC(COCC)C)=O